O=C[C@]12CCC(C=C1CC[C@H]1[C@@H]3CCC([C@@]3(C)CC[C@H]21)=O)=O 19-oxoandrosta-4-ene-3,17-dione